3,4-dimethyl-phenyl isocyanate CC=1C=C(C=CC1C)N=C=O